ONC(=O)C1=CC2=C(CN([C@H](CO2)C2=CC=CC=C2)C(CCC(F)(F)F)=O)C=C1 (S)-N-hydroxy-3-phenyl-4-(4,4,4-trifluorobutanoyl)-2,3,4,5-tetrahydrobenzo[f][1,4]oxazepine-8-carboxamide